ClC=1C=CC=2N(N1)C(=CN2)[N+](=O)[O-] 6-chloro-3-nitro-imidazo[1,2-b]pyridazine